(2-methyl-4,5,6,7-tetrahydrobenzo[d]thiazol-7-yl)methanamine CC=1SC2=C(N1)CCCC2CN